4-(2-(2-(2-methoxyethoxy)ethoxy)phenyl)-3,6-dimethyl-4,5-diphenyl-phthalimide COCCOCCOC1=C(C=CC=C1)C1(C(C2=C(C(=O)NC2=O)C(=C1C1=CC=CC=C1)C)C)C1=CC=CC=C1